COC=1C(=NC=CC1)C1=CC=C(CNC(OC(C)(C)C)=O)C=C1 tert-butyl (4-(3-methoxypyridin-2-yl)benzyl)carbamate